2-(2-chlorophenyl)-4,5-diphenyl-1H-imidazole-1-benzoate ClC1=C(C=CC=C1)C=1N(C(=C(N1)C1=CC=CC=C1)C1=CC=CC=C1)C1=CC=CC=C1C(=O)[O-]